NCCOCCOCCN1N=NC(=C1)COC=1C=C2C(N(C(C2=CC1)=O)C1C(NC(CC1)=O)=O)=O 5-[[1-[2-[2-(2-Aminoethoxy)ethoxy]ethyl]triazol-4-yl]methoxy]-2-(2,6-dioxo-3-piperidyl)isoindoline-1,3-dione